N[C@]1(CN(C[C@@H]1CCCB(O)O)CCN1CCCC1)C(=O)O (3R,4S)-3-amino-4-(3-boronopropyl)-1-(2-(pyrrolidin-1-yl)ethyl)pyrrolidine-3-carboxylic acid